N-(tert-butyl)-3-(4-((2-chloro-1H-imidazol-1-yl)methyl)-3-fluorophenyl)-5-isobutyl-4-methylthiophene-2-sulfonamide C(C)(C)(C)NS(=O)(=O)C=1SC(=C(C1C1=CC(=C(C=C1)CN1C(=NC=C1)Cl)F)C)CC(C)C